3-nitro-6-(thien-2-yl)pyridin-2-amine [N+](=O)([O-])C=1C(=NC(=CC1)C=1SC=CC1)N